2-chloro-6,8,8-trimethyl-7,8-dihydro-6H-cyclopenta[e]pyrazolo[1,5-a]pyrimidine ClC1=NN2C(N=CC3=C2C(CC3C)(C)C)=C1